CC1C(CC(N(C1)C(=O)OC(C)(C)C)=O)=O tert-butyl 5-methyl-2,4-dioxopiperidine-1-carboxylate